COC(CCCCCCC=CC=CCC)OC 1,1-dimethoxy-8,10-tridecadiene